Cl.ClC1=C(C=CC=C1[C@]1(NC(N(C(C1)=O)[C@H]1C[C@H](OCC1)C)=N)C)NC(=O)C1=NC=C(C=C1F)F |o1:15,17| N-(2-Chloro-3-{(4S)-2-imino-4-methyl-1-[(2R*,4R*)-2-methyl-tetrahydropyran-4-yl]-6-oxo-hexahydropyrimidin-4-yl}phenyl)-3,5-difluoropyridine-2-carboxamide hydrochloride